FC1([C@H]2C[C@@H](C[C@@H](C1)N2)N(C=2N=CC(=NC2)C2=C(C=C(C(=C2)F)C=2C=NNC2)O)C)F 2-(5-(((1S,3R,5R)-6,6-difluoro-8-azabicyclo[3.2.1]octan-3-yl)(methyl)amino)pyrazin-2-yl)-4-fluoro-5-(1H-pyrazol-4-yl)phenol